ClC=1C=C(C=C(C1)Cl)[C@]1(CC(=NO1)C=1C=C(C(=CC1)C)C(=O)NCC(NCC(F)(F)F)=O)C(F)(F)F |r| 4-[(5RS)-5-(3,5-dichlorophenyl)-4,5-dihydro-5-(trifluoromethyl)-1,2-oxazol-3-yl]-N-[2-oxo-2-(2,2,2-trifluoroethylamino)ethyl]-o-toluamide